7-[2-(2,4-Di-t-Butoxypyrimidin-5-yl)pyrazolo[1,5-a]pyrazin-4-yl]-2-oxa-7-azaspiro[3.4]octane C(C)(C)(C)OC1=NC=C(C(=N1)OC(C)(C)C)C1=NN2C(C(=NC=C2)N2CCC3(COC3)C2)=C1